BrC=1C=C2CCOC(C2=CC1)CN(C(OC(C)(C)C)=O)C tert-butyl ((6-bromoisochroman-1-yl) methyl)(methyl)carbamate